(6-((1-((2s,4r)-4-hydroxy-2-(((S)-1-(4-(4-methylthiazol-5-yl) phenyl) ethyl) carbamoyl) pyrrolidin-1-yl)-3,3-dimethyl-1-oxobutan-2-yl) amino)-6-oxohexyl) carbamate C(N)(OCCCCCC(=O)NC(C(=O)N1[C@@H](C[C@H](C1)O)C(N[C@@H](C)C1=CC=C(C=C1)C1=C(N=CS1)C)=O)C(C)(C)C)=O